FCN1C(C=CC=C1)=O (fluoromethyl)-1,2-dihydropyridin-2-one